3-bromo-6-(4-fluorophenyl)pyrazolo[1,5-a]pyridine BrC=1C=NN2C1C=CC(=C2)C2=CC=C(C=C2)F